CN1C=NC=2N=CN(C(C12)=O)CC1=NC(=NO1)C1[C@H]2CN(C[C@@H]12)C1=CC(=CC=C1)OC(F)F 7-methyl-1-[[3-[(1R,5S,6R)-3-[3-(difluoromethoxy)phenyl]-3-azabicyclo[3.1.0]hex-6-yl]-1,2,4-oxadiazol-5-yl]methyl]purin-6-one